N-(sec-butyl)-N-(n-propyl)amide C(C)(CC)[N-]CCC